5-CYCLOPROPOXY-2-(METHYLAMINO)ISONICOTINALDEHYDE C1(CC1)OC1=CN=C(C=C1C=O)NC